rac-N-[(cis)-4-hydroxytetrahydrofuran-3-yl]-2-(1-methyl-1H-pyrazol-4-yl)-3-oxo-6-[4-(trifluoromethoxy)phenyl]-2,3-dihydropyridazine-4-carboxamide O[C@@H]1[C@@H](COC1)NC(=O)C=1C(N(N=C(C1)C1=CC=C(C=C1)OC(F)(F)F)C=1C=NN(C1)C)=O |r|